(S)-2-amino-3-methyl-3-(methyl-d3)butanamide N[C@H](C(=O)N)C(C)(C([2H])([2H])[2H])C